naphthyl-phenyl-amine C1(=CC=CC2=CC=CC=C12)NC1=CC=CC=C1